(2S,4R)-1-[(2S)-2-(4-cyclopropyltriazol-1-yl)-3,3-dimethyl-butanoyl]-4-hydroxy-N-(3-pyrimidin-2-yloxypropyl)pyrrolidine-2-carboxamide C1(CC1)C=1N=NN(C1)[C@H](C(=O)N1[C@@H](C[C@H](C1)O)C(=O)NCCCOC1=NC=CC=N1)C(C)(C)C